FC1=C(C=CC(=C1)F)C1=NC(=NC2=NC(=C(N=C12)C)C)N1CCOC(C1)C 4-[4-(2,4-difluorophenyl)-6,7-dimethyl-pteridin-2-yl]-6-methyl-morpholine